9-(4-Bromobutyl)-3,6-difluoro-9H-carbazole BrCCCCN1C2=CC=C(C=C2C=2C=C(C=CC12)F)F